COC([C@H](C(C)C)N1CC(C1)C1=CC(=C2C=NN(C2=C1)C)C1=C(C(=O)N(C(C)C)CC)C=C(C=C1)F)OC 2-(6-{1-[(2S)-1,1-dimethoxy-3-methylbutan-2-yl]azetidin-3-yl}-1-methyl-1H-indazol-4-yl)-N-ethyl-5-fluoro-N-(isopropyl)benzamide